1-((7-((R)-3-Cyclohexyl-2-methylpropanoyl)-10-hydroxy-7-azaspiro[4.5]decan-10-yl)methyl)piperazin-2-one C1(CCCCC1)C[C@H](C(=O)N1CC2(CCCC2)C(CC1)(O)CN1C(CNCC1)=O)C